(2R)-2-{6-[5-chloro-2-(methylamino)pyrimidin-4-yl]-1-oxo-2,3-dihydro-1H-isoindol-2-yl}-N-[(1S,2S)-2-hydroxy-1-phenylbutyl]propionamide ClC=1C(=NC(=NC1)NC)C1=CC=C2CN(C(C2=C1)=O)[C@@H](C(=O)N[C@H]([C@H](CC)O)C1=CC=CC=C1)C